FC1(CN(C1)C=1C=CC(=NC1)C1=CC(=CN1C)C(=O)OC)F methyl 5-[5-(3,3-difluoroazetidin-1-yl)pyridin-2-yl]-1-methylpyrrole-3-carboxylate